C1(=CC=CC=C1)[C@H]1[C@@H](C1)C(=O)N1CCNCC1 (trans-2-phenylcyclopropyl)(piperazin-1-yl)methanone